C(=O)(O)C1=CC=C(C=C1)NC([C@@H](CC1CC1)C1=[N+](C=C(C=C1)C1=C(C(=CC=C1C(F)(F)F)Cl)F)[O-])=O |o1:11| (S)- or (R)-2-(1-((4-carboxyphenyl)amino)-3-cyclopropyl-1-oxopropan-2-yl)-5-(3-chloro-2-fluoro-6-(trifluoromethyl)phenyl)pyridine 1-oxide